1-(8-acetyl-3,6-dimethyl-4-oxo-3,4-dihydroquinazolin-2-yl)cyclopropane-1-carbonitrile C(C)(=O)C=1C=C(C=C2C(N(C(=NC12)C1(CC1)C#N)C)=O)C